Cl.N1=CC=NC=2C(=CC=CC12)C#N Quinoxaline-5-carbonitrile hydrochloride